OC1=C(C=CC=C1)C(C#CC1=CC=CC=C1)=O 1-(2-hydroxyphenyl)-3-phenylprop-2-yn-1-one